COC(C1=C(C=C(C(=C1)N)C#CCCCCC)C)=O 5-amino-4-(1-heptynyl)-2-methyl-benzoic acid methyl ester